n-butyl 2-ethylhexyl ether C(C)C(COCCCC)CCCC